ClC=1C=C(OCC(=O)O)C=CC1Cl (3,4-dichloro-phenoxy)acetic acid